O=C1NC(CC[C@@H]1N1C(C2=CC=CC(=C2C1=O)NCC(=O)N1CCC(CC1)CN1CCC(CC1)NC1=C2N=CN(C2=NC=N1)C1CC(C1)NC(C1=NC(=CC=C1)C)=O)=O)=O N-((1s,3s)-3-(6-((1-((1-((2-(2,6-dioxopiperidin-3-yl)-1,3-dioxoisoindoline-4-yl)glycyl)piperidin-4-yl)methyl)piperidin-4-yl)amino)-9H-purin-9-yl)cyclobutyl)-6-methylpicolinamide